5-(4,4-difluoropiperidin-3-yl)-2-oxo-1,2-dihydropyridine-3-carbaldehyde FC1(C(CNCC1)C=1C=C(C(NC1)=O)C=O)F